C(C)(=O)O[C@@]1([C@H](O[C@H]([C@@H]1OC(C)=O)N1N=CC=2C1=NC(=NC2Cl)Cl)COC(C2=CC=CC=C2)=O)C (2R,3R,4R,5R)-2-((benzoyloxy)methyl)-5-(4,6-dichloro-1H-pyrazolo[3,4-d]pyrimidin-1-yl)-3-methyltetrahydrofuran-3,4-diyl diacetate